C1(CC1)C(=O)NC1=CC(=C(N=N1)C(=O)NC([2H])([2H])[2H])NC1=C(C(=CC=C1)C1=NC=CC(=N1)C(N(C)C)=O)OC 6-(cyclopropanecarboxamido)-4-((3-(4-(dimethylcarbamoyl)pyrimidin-2-yl)-2-methoxyphenyl)amino)-N-(methyl-d3)pyridazine-3-carboxamide